N-nitrosodiphenyl-amine N(=O)N(C1=CC=CC=C1)C1=CC=CC=C1